4-(aminomethyl)-6-(5-(cyclobutanecarbonyl)-4,5,6,7-tetrahydropyrazolo[1,5-a]pyrazin-3-yl)phthalazin-1(2H)-one NCC1=NNC(C2=CC=C(C=C12)C=1C=NN2C1CN(CC2)C(=O)C2CCC2)=O